methyl [(2,3-difluorobenzoyl)amino]acetate FC1=C(C(=O)NCC(=O)OC)C=CC=C1F